CC([C@@H](C(=O)N1[C@@H](C[C@H](C1)O)C(=O)N[C@@H](C)C1=CC=C(C=C1)C1=C(N=CS1)C)NC(CCCCCCCCCCCCCNC)=O)(C)C (2S,4R)-1-[(2S)-3,3-dimethyl-2-[14-(methylamino)tetradecanoylamino]butanoyl]-4-hydroxy-N-[(1S)-1-[4-(4-methylthiazol-5-yl)phenyl]ethyl]pyrrolidine-2-carboxamide